CC1=NC=2C(=NC(=CC2)C(F)(F)F)N1 methyl-5-(trifluoromethyl)-3H-imidazo[4,5-b]pyridine